Methyl-{[4-chloro-1-{3-[(chloromethyl)sulfanyl]pyridin-2-yl}-5-(6-fluoropyridin-3-yl)-1H-pyrazol-3-yl]oxy}(methoxy) acetat C(C)(=O)OOC(OC1=NN(C(=C1Cl)C=1C=NC(=CC1)F)C1=NC=CC=C1SCCl)C